FC(C1=NN2C(N=C(NC2=O)SCC#C)=C1C1=CC=C(C=C1)F)F 7-(difluoromethyl)-8-(4-fluorophenyl)-2-(prop-2-yn-1-ylsulfanyl)-3H-pyrazolo[1,5-a][1,3,5]triazin-4-one